N1[C@@H](CCCC1)[C@H](C)O (S)-1-((S)-piperidin-2-yl)ethan-1-ol